2-[(2-methylprop-2-yl)oxycarbonyl]-3,4-dihydro-1H-isoquinoline-6-carboxylic acid CC(C)(C)OC(=O)N1CC2=CC=C(C=C2CC1)C(=O)O